C(C)C=1N=C(SC1)[C@H](CC1=CC=C(C=C1)[N+](=O)[O-])N 1-(S)-(4-ethylthiazol-2-yl)-2-(4-nitrophenyl)ethylamine